C(C=C)(=O)N1C[C@@H](N(CC1)C([C@H](C(F)(F)F)O)=O)C1=CC(=NC(=C1)Cl)C1=CC(=NC=N1)C(=O)NC 6-(4-((S)-4-acryloyl-1-((R)-3,3,3-trifluoro-2-hydroxypropanoyl)piperazin-2-yl)-6-chloropyridin-2-yl)-N-methylpyrimidine-4-carboxamide